NC1=NC=C(C=C1C=1C=C2CCNC(C2=C(C1)C)=O)C1=CC=C(C=C1)N1CCN(CC1)C 6-(2-amino-5-(4-(4-methylpiperazin-1-yl)phenyl)pyridin-3-yl)-8-methyl-3,4-dihydroisoquinolin-1(2H)-one